butyl 4-(prop-2-yn-1-yl)piperazine-1-carboxylate C(C#C)N1CCN(CC1)C(=O)OCCCC